5-(4-(1,4-dimethyl-1H-imidazol-2-yl)phenyl)-1-methyl-N-(4-(methylcarbamoyl)benzyl)-1H-indazole-3-carboxamide CN1C(=NC(=C1)C)C1=CC=C(C=C1)C=1C=C2C(=NN(C2=CC1)C)C(=O)NCC1=CC=C(C=C1)C(NC)=O